Calcium lanthanum chromate [Cr](=O)(=O)([O-])[O-].[La+3].[Ca+2]